FC(OC1=CC=2N(C(C=C(N2)C(F)(F)F)=O)C=C1)F 8-(difluoromethoxy)-2-(trifluoromethyl)-4H-pyrido[1,2-a]pyrimidin-4-one